({6-[(1,3-benzothiazol-2-yl)amino]-5-methylpyridazin-3-yl}amino)-1,3-thiazole-4-carboxylic acid S1C(=NC2=C1C=CC=C2)NC2=C(C=C(N=N2)NC=2SC=C(N2)C(=O)O)C